N1-(3-methyl-5-(trifluoromethyl)phenyl)-N2-(1H-pyrrolo[3,2-b]pyridin-3-yl)oxalamide CC=1C=C(C=C(C1)C(F)(F)F)NC(C(=O)NC1=CNC=2C1=NC=CC2)=O